tri-tert-butyl-(vinyl)stannane C(C)(C)(C)[Sn](C=C)(C(C)(C)C)C(C)(C)C